2-[2-(2-aminoquinolin-7-yl)ethyl]-5-(4-methyl-7H-pyrrolo[2,3-d]pyrimidin-7-yl)tetrahydrothiophene-3,4-diol NC1=NC2=CC(=CC=C2C=C1)CCC1SC(C(C1O)O)N1C=CC2=C1N=CN=C2C